NC1=NC=C(C(=O)N2CCN(CC2)C(=O)C=2NC3=CC=C(C(=C3C2Cl)Cl)F)C=C1 (4-(6-aminonicotinoyl)piperazin-1-yl)(3,4-dichloro-5-fluoro-1H-indol-2-yl)methanone